triethylamine bis(perfluorophenyl)dithiophosphate FC1=C(C(=C(C(=C1F)F)F)F)SP(=S)(OC1=C(C(=C(C(=C1F)F)F)F)F)O.C(C)N(CC)CC